COC1=CC=C(C=C1)CN(C1=CC(=CC(=N1)C1=C(C=C2C(=NC=NC2=C1F)C(=O)[O-])Cl)C)CC1=CC=C(C=C1)OC 7-[6-[bis[(4-methoxyphenyl)methyl]amino]-4-methyl-2-pyridyl]-6-chloro-8-fluoro-quinazolin-4-carboxylate